CC1=C(C(=CC=C1)C)C=1N=C2NS(C=3C=CC=C(C(NCCOC(C1C)=N2)=O)C3)(=O)=O 6-(2,6-Dimethylphenyl)-7-methyl-9-oxa-2λ6-thia-3,5,12,19-tetraazatricyclo[12.3.1.14,8]nonadeca-1(18),4,6,8(19),14,16-hexaene-2,2,13-trione